methyl (L)-pyroglutamate N1[C@@H](CCC1=O)C(=O)OC